ClC1=CC=C(N1)C1=CC=C(C=C1)[C@@H]1CNCCC1 5-chloro-2-[4-((3R)-piperidine-3-yl)phenyl]pyrrole